C1(=CC=C(C=C1)N(C1=CC=C(C=C1)C1=CC=C(N(C2=CC=C(C=C2)C2=CC=CC=C2)C2=CC=C(C=C2)C2=CC=CC=C2)C=C1)C1=CC=C(C=C1)C1=CC=CC=C1)C1=CC=CC=C1 N,N,N',N'-tetrakis(biphenyl-4-yl)benzidine